Methyl O-(tert-butyldimethylsilyl)-N-(2-(4-(2-methoxyacetamido)piperidin-1-yl)thiazole-4-carbonyl)-L-serinate [Si](C)(C)(C(C)(C)C)OC[C@H](NC(=O)C=1N=C(SC1)N1CCC(CC1)NC(COC)=O)C(=O)OC